NC=1N=C(C2=CC=CC=C2C1)C1=C(C=C2C(=NC=NC2=C1F)N1CCN(CC1)C(C=C)=O)Cl 1-(4-(7-(3-aminoisoquinolin-1-yl)-6-chloro-8-fluoroquinazolin-4-yl)piperazin-1-yl)prop-2-en-1-one